C(C)N1C=C(C=CC1=O)C1CN(CCC1(F)F)C(=O)OC(C)(C)C tert-butyl 3-(1-ethyl-6-oxo-1,6-dihydropyridin-3-yl)-4,4-difluoropiperidine-1-carboxylate